2,2-difluorocyclobutanol FC1(C(CC1)O)F